COC(C1=CN=C(C=C1)O)=O methyl-6-hydroxynicotinate